NC1=C(C(=O)N)C=CC(=C1)O 2-amino-4-hydroxybenzoamide